N-((S)-2,2-dicyclopropyl-1-(5-(((S)-2-oxo-4-(trifluoromethyl)imidazolidin-1-yl)methyl)benzo[d]oxazol-2-yl)ethyl)-1,3-dimethyl-1H-pyrazole-4-carboxamide C1(CC1)C([C@@H](C=1OC2=C(N1)C=C(C=C2)CN2C(N[C@@H](C2)C(F)(F)F)=O)NC(=O)C=2C(=NN(C2)C)C)C2CC2